C1CC[C@H]2CCCC[C@@H]12 (3aR,7aS)-octahydro-1H-indene